C(N)(=N)C1=CC=C(C=C1)CSC1=C(C(=NN1C(=O)C=1N=CSC1)C1C(N(C1)C(=O)N(C)C)C(F)(F)F)OC 3-(5-{[(4-carbamimidoylphenyl)methyl]sulfanyl}-4-methoxy-1-(1,3-thiazole-4-carbonyl)-1H-pyrazol-3-yl)-N,N-dimethyl-2-(trifluoromethyl)azetidine-1-carboxamide